ClC1=CC=C(C=C1)[C@@H]1N(C2=CC=CC=C2[C@@H]([C@]12C(=NN(C2=O)C2=CC=CC=C2)C)C=C)S(=O)(=O)C2=CC=C(C)C=C2 (2'S,4R,4'S)-2'-(4-chlorophenyl)-3-methyl-1-phenyl-1'-tosyl-4'-vinyl-1',4'-dihydro-2'H-spiro[pyrazole-4,3'-quinoline]-5(1H)-one